4-methyl-2,6-di-t-butylaniline CC1=CC(=C(N)C(=C1)C(C)(C)C)C(C)(C)C